C(C)OC1=CCC2=C(C=CC=C12)C(N)=N 3-ethoxy-1H-indene-7-carboximidamide